(1S,2R,5S)-8-hydroxy-2,5-dimethyl-7,9-dioxo-N-(2,4,6-trifluorobenzyl)-2,5,7,9-tetrahydro-1,6-methanopyrido[1,2-b][1,2,5]triazonine-10-carboxamide OC=1C(C(=CN2N3[C@@H](C=C[C@@H](N(C(C21)=O)C3)C)C)C(=O)NCC3=C(C=C(C=C3F)F)F)=O